N-(4-(2-(dimethylamino)-7H-pyrrolo[2,3-d]pyrimidin-4-yl)phenyl)-3,4-difluorobenzenesulfonamide CN(C=1N=C(C2=C(N1)NC=C2)C2=CC=C(C=C2)NS(=O)(=O)C2=CC(=C(C=C2)F)F)C